C(#N)[C@@H]1CN(C[C@@H]1O)C1=CC(=NC(=C1)S(=O)(=O)C)NC1=CC(=NC=C1C1=CC=C2C(=N1)OCC(O2)(C)C)NC(C)=O N-(4-((4-(cis-3-cyano-4-hydroxypyrrolidin-1-yl)-6-(methylsulfonyl)pyridin-2-yl)amino)-5-(2,2-dimethyl-2,3-dihydro-[1,4]dioxino[2,3-b]pyridin-6-yl)pyridin-2-yl)acetamide